NCC=1N=C2N(C=C(C=C2N2CC3N(CC2)CC(C3)O)C3CC3)C1 2-(2-(aminomethyl)-6-cyclopropylimidazo[1,2-a]pyridin-8-yl)octahydropyrrolo[1,2-a]pyrazin-7-ol